(S)-N3-(tetrahydrofuran-3-yl)-N5-(3,4,5-trifluorophenyl)-6,7-dihydropyrazolo[1,5-a]Pyrazine-3,5(4H)-dicarboxamide O1C[C@H](CC1)NC(=O)C=1C=NN2C1CN(CC2)C(=O)NC2=CC(=C(C(=C2)F)F)F